C1(CC1)C#CC1=NN=C(S1)NC(=O)C=1C=NC(=CC1C1=CC(=NC=C1OC)C(F)F)N1CCN(C2(CC2)C1=O)C N-(5-(cyclopropylethynyl)-1,3,4-thiadiazol-2-yl)-2'-(difluoromethyl)-5'-methoxy-6-(4-methyl-8-oxo-4,7-diazaspiro[2.5]octan-7-yl)-[4,4'-bipyridine]-3-carboxamide